1-(2-methoxypropoxy)propan-2-ol COC(COCC(C)O)C